C(C=C)(=O)OCCOCCN=C=O acryloyloxyethyloxyethyl isocyanate